C(C)(=O)C=1C=C(C=C2C(N(C(=NC12)[C@@H]1OCCC1)C1CC1)=O)F (R)-8-acetyl-3-cyclopropyl-6-fluoro-2-(tetrahydrofuran-2-yl)quinazolin-4(3H)-one